dipropylmalonic acid mono-tert-butyl ester C(C)(C)(C)OC(C(C(=O)O)(CCC)CCC)=O